6-(1H-indol-5-yl)-4-morpholino-1-(1-(pyridin-3-ylmethyl)piperidin-4-yl)-1H-pyrazolo[3,4-d]pyrimidine N1C=CC2=CC(=CC=C12)C1=NC(=C2C(=N1)N(N=C2)C2CCN(CC2)CC=2C=NC=CC2)N2CCOCC2